OC1=C(C=C(C=C1)C(C(CO)C1=CC(=C(C=C1)O)OC)O)OC 1,2-bis-(4-hydroxy-3-methoxy-phenyl)-propane-1,3-diol